C12CN(CC(N1)C2)C=2OC1=C(N2)C(=CC=C1C1=NC=CC=C1)OC(C(C)(O)C)(F)F 1-((2-(3,6-diazabicyclo[3.1.1]heptan-3-yl)-7-(pyridin-2-yl)benzo[d]oxazol-4-yl)oxy)-1,1-difluoro-2-methylpropan-2-ol